COC1=CC=C(C=C1)CNC(=O)C1(CNC(C1)=O)CCC(=O)NCC1=CC=C(C=C1)OC N-[(4-methoxyphenyl)methyl]-3-[3-[(4-methoxyphenyl)methylamino]-3-oxo-propyl]-5-oxo-pyrrolidine-3-carboxamide